Vanadium phosphorus 3-[Bis(2-hydroxyethyl)amino]propyl-triethoxysilane 5-bromo-4-chloro-3-indolyl-phosphate BrC=1C(=C2C(=CNC2=CC1)OP(=O)([O-])[O-])Cl.OCCN(CCC[Si](OCC)(OCC)OCC)CCO.[P+3].[V+5].BrC=1C(=C2C(=CNC2=CC1)OP(=O)([O-])[O-])Cl.BrC=1C(=C2C(=CNC2=CC1)OP(=O)([O-])[O-])Cl.BrC=1C(=C2C(=CNC2=CC1)OP(=O)([O-])[O-])Cl